COC=1C(=NC=CC1)[C@@H](C)N (R)-1-(3-methoxypyridin-2-yl)ethan-1-amine